3-bromo-1H-pyrrolo[2,3-c]pyridine BrC1=CNC2=CN=CC=C21